CC1=NC(=NC(=N1)OC)NC(=O)NS(=O)(=O)C2=CC=CC=C2Cl The molecule is an N-sulfonylurea that is N-carbamoyl-2-chlorobenzenesulfonamide in which one of the hydrogens attached to the non-sulfonylated nitrogen has been replaced by a 4-methoxy-6-methyl-1,3,5-triazin-2-yl group. A herbicide used for the control of broadleaf weeds in wheat, barley and oats. It has a role as an agrochemical, a herbicide and an EC 2.2.1.6 (acetolactate synthase) inhibitor. It is a N-sulfonylurea, a member of monochlorobenzenes and a methoxy-1,3,5-triazine.